ClC1=CC=C(C(=N1)C(NS(=O)(=O)C)=O)N[C@H](C)C=1C=C(C=C2C(C(=C(OC12)C=1C=NN2C1CN(CC2)C(=O)OC(C)(C)C)C)=O)C tert-Butyl 3-[8-[(1R)-1-[[6-chloro-2-(meth-ylsulfonylcarbamoyl)-3-pyridyl]amino]eth-yl]-3,6-dimethyl-4-oxo-chromen-2-yl]-6,7-dihydro-4H-pyrazolo[1,5-a]pyrazine-5-carboxylate